FC(S(=O)(=O)N[C@@H]1[C@@H](N(CC12CC2)C(=O)OC(C)(C)C)CC2=C(C(=CC=C2)C2=CC(=CC(=C2)F)F)F)F tert-Butyl (6S,7S)-7-(difluoromethylsulfonylamino)-6-[[3-(3,5-difluorophenyl)-2-fluoro-phenyl]methyl]-5-azaspiro[2.4]heptane-5-carboxylate